ClC1=C(C=C(CN2CC3C(C2)CN(C3)C(=O)N3N=C(C=C3)NS(=O)(=O)C)C=C1)N1CC3C(C1)COC3 N-(1-(5-(4-chloro-3-(Tetrahydro-1H-furo[3,4-c]pyrrol-5(3H)-yl)benzyl)octahydropyrrolo[3,4-c]pyrrole-2-carbonyl)-1H-pyrazol-3-yl)methanesulfonamide